6-(3-((2,4-difluorobenzyl)sulfonyl)-5-morpholinophenyl)-5-methylpyridazin-3-amine FC1=C(CS(=O)(=O)C=2C=C(C=C(C2)N2CCOCC2)C2=C(C=C(N=N2)N)C)C=CC(=C1)F